FC1(CN(CC1)C(CN1C(C2(CCN(CC2)C(=O)C=2C=C3C=NNC3=CC2)C2=C(C=CC=C12)C)=O)=O)C 1-[2-(3-fluoro-3-methylpyrrolidin-1-yl)-2-oxoethyl]-1'-(1H-indazole-5-carbonyl)-4-methylspiro[indole-3,4'-piperidin]-2-one